C(C)(C)(C)C1=CC2(C(C(=NO2)C2=CC(=C(C=C2)F)C)C2=CC=CC=C2)C=C(C1=O)C(C)(C)C 7,9-di-tert-butyl-3-(4-fluoro-3-methylphenyl)-4-phenyl-1-oxa-2-azaspiro[4.5]deca-2,6,9-trien-8-one